FC1=CC=C(C=C1)NC(CN(C)C=1C2=C(N=C(N1)C1=NC=CC(=C1)OC)CCC2)=O N-(4-fluorophenyl)-2-{[2-(4-methoxypyridin-2-yl)-5H,6H,7H-cyclopenta[d]pyrimidin-4-yl](methyl)amino}acetamide